C(NCCOCCOCCOC)C1=CC=C(CN2C(=NC=3C2=C(N=NC3N)OC(C)C)CCCC)C=C1 1-(4-(5,8,11-trioxa-2-azadodecyl)benzyl)-2-butyl-7-isopropoxy-1H-imidazo[4,5-d]pyridazin-4-amine